3-(3-(3-bromophenyl)thietane-3-yl)-4-methyl-4H-1,2,4-triazole BrC=1C=C(C=CC1)C1(CSC1)C1=NN=CN1C